(3S,4S)-1-(4-Bromo-5-chloro-1,3-dihydrofuro[3,4-f]quinazolin-7-yl)-4-(dimethylamino)pyrrolidin-3-ol BrN1CNCC=2C=3C(C=C(C12)Cl)=C(OC3)N3C[C@@H]([C@H](C3)N(C)C)O